tert-butyl 5-(1-(tert-butoxycarbonyl)piperidin-4-yl)-4-fluoro-3-isopropyl-2-(4,4,5,5-tetramethyl-1,3,2-dioxaborolan-2-yl)-1H-pyrrolo[2,3-c]pyridine-1-carboxylate C(C)(C)(C)OC(=O)N1CCC(CC1)C=1C(=C2C(=CN1)N(C(=C2C(C)C)B2OC(C(O2)(C)C)(C)C)C(=O)OC(C)(C)C)F